CN1C(=NC(=C1)C(F)(F)F)C1CCC(CC1)C(=O)OCC ethyl (1R,4R)-4-(1-methyl-4-(trifluoromethyl)-1H-imidazol-2-yl)cyclohexane-1-formate